6-(4-fluoro-benzyl)-3,3-dimethyl-2,3-dihydro-1H-pyrrolo[3,2-b]pyridine FC1=CC=C(CC=2C=C3C(=NC2)C(CN3)(C)C)C=C1